CC1=NC(=CC=C1O)CNC1(CCC1)C 2-methyl-6-(((1-methylcyclobutyl)amino)methyl)pyridin-3-ol